C(#N)C1=CC(=C(N=N1)C(C)NC(CN1C(NC2=CC=C(C(=C2C1)F)F)=O)=O)C N-[1-(6-Cyano-4-methylpyridazin-3-yl)ethyl]-2-(5,6-difluoro-2-oxo-1,4-dihydroquinazolin-3-yl)acetamide